zinc N,N-dimethylcarbamodithioate CN(C(=S)[S-])C.[Zn+2].CN(C(=S)[S-])C